BrC=1N=C(N(N1)CC)NC=1C=C2C(CNC(C2=CC1)=O)(F)F 6-[(5-bromo-2-ethyl-1,2,4-triazol-3-yl)amino]-4,4-difluoro-2,3-dihydroisoquinolin-1-one